1-(2-(4-Bromophenyl)cyclopropyl)-2-chloro-4-methoxybenzene BrC1=CC=C(C=C1)C1C(C1)C1=C(C=C(C=C1)OC)Cl